butyl 3-(6-(1H-pyrazol-1-yl)pyridin-3-yl)-4-oxopiperidine-1-carboxylate N1(N=CC=C1)C1=CC=C(C=N1)C1CN(CCC1=O)C(=O)OCCCC